CC1(N(C(CC1)=O)CCNC(=O)C=1C=C(C(=NC1)C)NC(=O)C1=NN=C2N1C=CC(=C2)C=2C=NN(C2)C)C N-(5-((2-(2,2-dimethyl-5-oxopyrrolidin-1-yl)ethyl)carbamoyl)-2-methylpyridin-3-yl)-7-(1-methyl-1H-pyrazol-4-yl)-[1,2,4]triazolo[4,3-a]pyridine-3-carboxamide